2-chloro-8-(4-(1-methyl-4-(trifluoromethyl)-1H-imidazol-2-yl)benzyl)-5,8-dihydropteridine-6,7-dione ClC1=NC=2N(C(C(NC2C=N1)=O)=O)CC1=CC=C(C=C1)C=1N(C=C(N1)C(F)(F)F)C